(3S)-7-((S)-4-acryloyl-2-methylpiperazin-1-yl)-9-chloro-10-(2,4-difluorophenyl)-3-((1-(oxetan-3-yl)piperidin-4-yl)methyl)-2H-[1,4]thiazino[2,3,4-ij]quinazolin-5(3H)-one C(C=C)(=O)N1C[C@@H](N(CC1)C1=NC(N2C3=C(C(=C(C=C13)Cl)C1=C(C=C(C=C1)F)F)SC[C@@H]2CC2CCN(CC2)C2COC2)=O)C